S(O)(O)(=O)=O.C1(CC1)N1C=C(C(C2=CC(=C(C(=C12)F)C=1C=C2CCN(C2=CC1)CC=1C(=NC(=NC1)N)N)F)=O)C(=O)O 1-cyclopropyl-7-(1-((2,4-diaminopyrimidin-5-yl)methyl)indolin-5-yl)-6,8-difluoro-4-oxo-1,4-dihydroquinoline-3-carboxylic acid compound with sulfuric acid